C(C1=CC=CC=C1)OC1=C(OC2=C(C1=O)C(=CC(=C2)OCC2=CC=CC=C2)O)C2=CC(=C(C=C2)OCC2=CC=CC=C2)O 3,7-bis(benzyloxy)-2-(4-(benzyloxy)-3-hydroxyphenyl)-5-hydroxy-4H-benzopyran-4-one